C[C@H](CC)N1N=CC(=C1)C1=C(C(=O)OCC)C=C(C=C1F)[N+](=O)[O-] Ethyl 2-{1-[(2R)-butan-2-yl]-1H-pyrazol-4-yl}-3-fluoro-5-nitrobenzoate